2-(4-(2-((cyanomethyl)amino)ethyl)piperazin-1-yl)acetonitrile C(#N)CNCCN1CCN(CC1)CC#N